(2S,3S,4R,5R)-2-[2-(2-amino-3-chloroquinolin-7-yl)ethyl]-5-(4-methyl-7H-pyrrolo[2,3-d]pyrimidin-7-yl)tetrahydrothiophene-3,4-diol NC1=NC2=CC(=CC=C2C=C1Cl)CC[C@@H]1S[C@H]([C@@H]([C@@H]1O)O)N1C=CC2=C1N=CN=C2C